C(#N)[C@H](C[C@H]1C(NCC1)=O)NC(=O)[C@@H]1[C@H]2C([C@H]2CN1C([C@H](C(C)(C)C)NC(C(C)C)=O)=O)(C)C (1R,2S,5S)-N-((S)-1-cyano-2-((S)-2-oxopyrrolidin-3-yl)ethyl)-3-((S)-2-isobutyramido-3,3-dimethylbutanoyl)-6,6-dimethyl-3-azabicyclo[3.1.0]hexane-2-carboxamide